C(C)OC(C(=C)OCC)=O ethyl-alpha-ethoxyacrylate